FC(COC1=CC=C(C=N1)C(C(=O)OC)(C)C)F methyl 2-(6-(2,2-difluoroethoxy)pyridin-3-yl)-2-methylpropanoate